α,α-difluoro-benzyl phosphonate P(OC(C1=CC=CC=C1)(F)F)([O-])=O